OCCCS(=O)(=O)O.CN(C)C1CCCCC1 N,N-dimethylcyclohexylamine 3-hydroxypropanesulfonate